tert-butyl (((9H-fluoren-9-yl)methoxy)carbonyl)phenylalaninate C1=CC=CC=2C3=CC=CC=C3C(C12)COC(=O)N[C@@H](CC1=CC=CC=C1)C(=O)OC(C)(C)C